COC(NC1=CC=C2C3=C(C(OC2=C1)=O)C=CC=C3)=O (6-Oxo-6H-benzo[c]chromen-3-yl)carbamic acid methyl ester